N-(4-methoxybenzyl)-N-(thiazol-4-yl)benzenesulfonamide COC1=CC=C(CN(S(=O)(=O)C2=CC=CC=C2)C=2N=CSC2)C=C1